FC1=NC(=C2N=CN(C2=N1)C1OCCCC1)NCC1=CC=C(C=C1)C(F)(F)F Fluoro-6-{[4-(trifluoromethyl)benzyl]amino}-9-(tetrahydro-2H-pyran-2-yl)-9H-purine